NC1(CC1)C=1C=2OC[C@@H](N3C=C(C(C(=CC1F)C32)=O)C(=O)O)C (2S)-6-(1-aminocyclopropyl)-7-fluoro-2-methyl-10-oxo-4-oxa-1-azatricyclo[7.3.1.05,13]Tridec-5(13),6,8,11-tetraene-11-carboxylic acid